6-[(4-CHLOROPHENYL)THIO]PYRIDIN-3-YLBORONIC ACID ClC1=CC=C(C=C1)SC1=CC=C(C=N1)B(O)O